CC=1N(C2=C(C=NC=3C=CC(=CC23)C=2C=C3C(=NC2)NC=C3)N1)C=1C=NC(=CC1)C(F)(F)F 2-methyl-8-(1H-pyrrolo[2,3-b]pyridin-5-yl)-1-(6-(trifluoromethyl)pyridin-3-yl)-1H-imidazo[4,5-c]quinoline